C1(CC1)C(C(=O)OCC)OC ethyl 2-cyclopropyl-2-methoxy-acetate